ClC=1N=C(NC1[C@H]1[C@H](CN(CC1)S(=O)(=O)C=1C=NC(=NC1)NCC(=O)N)C)C1=NC=C(C=C1)F 2-[[5-[[(3R,4R)-4-[4-Chloro-2-(5-fluoro-2-pyridyl)-1H-imidazol-5-yl]-3-methyl-1-piperidyl]sulfonyl]pyrimidin-2-yl]amino]acetamide